1-(6-(((R)-1-(3-fluoropropyl)pyrrolidin-3-yl)Oxy)pyridin-3-yl)-3-methyl-2,3,4,9-tetrahydro-1H-pyrido[3,4-b]Indole FCCCN1C[C@@H](CC1)OC1=CC=C(C=N1)C1NC(CC2=C1NC1=CC=CC=C21)C